4-(3-(7-cyano-3,4-dihydroisoquinolin-2(1H)-yl)1H-pyrazol-1-yl)piperidine-1-carboxylic acid tert-butyl ester C(C)(C)(C)OC(=O)N1CCC(CC1)N1N=C(C=C1)N1CC2=CC(=CC=C2CC1)C#N